4-(trifluoromethoxymethyl)bromobenzene FC(OCC1=CC=C(C=C1)Br)(F)F